C(C)(C)(C)OC(=O)N1CC2=C(C=CC=C2CC1)Br 8-bromo-1,2,3,4-tetrahydroisoquinoline-2-carboxylic acid tert-butyl ester